1-(1H-Benzimidazol-5-yl)-5-[4-(2-propyl-2H-tetrazol-5-yl)phenyl]imidazolidine-2,4-dione N1C=NC2=C1C=CC(=C2)N2C(NC(C2C2=CC=C(C=C2)C=2N=NN(N2)CCC)=O)=O